4-(3-((1S,5R)-3-(8-cyanoquinolin-5-yl)-5-(trifluoromethyl)-3-azabicyclo[3.1.0]hex-1-yl)-1H-1,2,4-triazol-1-yl)piperidine-1-carboxylic acid tert-butyl ester C(C)(C)(C)OC(=O)N1CCC(CC1)N1N=C(N=C1)[C@@]12CN(C[C@]2(C1)C(F)(F)F)C1=C2C=CC=NC2=C(C=C1)C#N